OCC=1C=C(CNCCCCOCCNC2=NC3=C(C4=CN=CC=C24)C=CC=C3)C=CC1 5-((2-(4-((3-(hydroxymethyl)benzyl)amino)butoxy)ethyl)amino)benzo[c][2,6]naphthyridine